3-(4-(tert-butoxycarbonyl)piperazin-1-yl)propanoic acid C(C)(C)(C)OC(=O)N1CCN(CC1)CCC(=O)O